tin manganese sulfide [S-2].[Mn+2].[Sn+4].[S-2].[S-2]